3,6-di-biphenyl-4-yl-2,5-dihydropyrrolo[3,4-c]pyrrole-1,4-dione C1(=CC=C(C=C1)C=1NC(C2=C(NC(C21)=O)C2=CC=C(C=C2)C2=CC=CC=C2)=O)C2=CC=CC=C2